OC1(CCC(CC1)(C1=CC=CC=C1)C1=CC=CC=C1)O dihydroxydiphenylcyclohexane